(S)-3-((3-(7-aminothiazolo[5,4-d]pyrimidin-2-yl)-4-methylphenyl)ethynyl)-3-hydroxy-1-methylpyrrolidin-2-one NC=1C2=C(N=CN1)SC(=N2)C=2C=C(C=CC2C)C#C[C@@]2(C(N(CC2)C)=O)O